COC(C1=CC=C(C=C1)[C@H](C)NC=1N=CC2=C(N1)N(C(C=C2)=O)COC)=O Methyl-4-[(1S)-1-{[8-(methoxymethyl)-7-oxo-pyrido[2,3-d]pyrimidin-2-yl]amino}ethyl]benzoat